[6-(3,5-difluorophenyl)-3-pyridazinyl]methanol FC=1C=C(C=C(C1)F)C1=CC=C(N=N1)CO